NC1=NC=CC2=C1C=C(S2)CNC(=O)[C@H](C)NC(=O)[C@@H](CCC2=CC=CC=C2)NC(OC(C)(C)C)=O tertbutyl N-[(1R)-1-{[(1S)-1-[({4-aminothieno[3,2-c]pyridin-2-yl}methyl)carbamoyl]ethyl]carbamoyl}-3-phenylpropyl]carbamate